O=C1NC(CCC1C1=COC2=C1C=C(C=C2)C#CCNC(C2=NC=C(C=C2)C=2N=CC1=C(N2)CCCN1C1=C2C=C(C(N(C2=CC(=C1)CC)C)=O)C)=O)=O N-(3-(3-(2,6-dioxopiperidin-3-yl)benzofuran-5-yl)prop-2-yn-1-yl)-5-(5-(7-ethyl-1,3-dimethyl-2-oxo-1,2-dihydroquinolin-5-yl)-5,6,7,8-tetrahydropyrido[3,2-d]pyrimidin-2-yl)picolinamide